3-isopropyl-1-methyl-1-(7-(6-(2-(pyrrolidin-1-yl)ethoxy)pyridin-3-yl)quinoxalin-2-yl)urea C(C)(C)NC(N(C1=NC2=CC(=CC=C2N=C1)C=1C=NC(=CC1)OCCN1CCCC1)C)=O